N-{3-[(phenylcarbamoyl)amino]phenyl}furan-3-carboxamide C1(=CC=CC=C1)NC(=O)NC=1C=C(C=CC1)NC(=O)C1=COC=C1